N-(2,4-Difluoro-3-(5-(2-hydroxyphenyl)-1H-pyrazolo[3,4-b]pyridin-3-carbonyl)phenyl)-propan-1-sulfonamid FC1=C(C=CC(=C1C(=O)C1=NNC2=NC=C(C=C21)C2=C(C=CC=C2)O)F)NS(=O)(=O)CCC